ClC=1C=CC(=NC1)[C@@]1(OC2=C(O1)C=CC=C2C2CCN(CC2)CC2=NC1=C(N2C[C@H]2OCC2)C=C(C=C1)C(=O)O)C 2-({4-[(2S)-2-(5-Chloropyridin-2-yl)-2-methyl-1,3-benzodioxol-4-yl]piperidin-1-yl}methyl)-1-[(2S)-oxetan-2-ylmethyl]-1H-benzimidazole-6-carboxylic acid